Tert-butyl-tris(dimethylamino)tin C(C)(C)(C)[Sn](N(C)C)(N(C)C)N(C)C